rac-5-(((2R,4R)-4-Hydroxypyrrolidin-2-yl)methoxy)-2-methyl-N-(1-(naphthalen-1-yl)cyclopropyl)benzamide O[C@@H]1C[C@@H](NC1)COC=1C=CC(=C(C(=O)NC2(CC2)C2=CC=CC3=CC=CC=C23)C1)C |r|